OC1=CC=NN1 5-Hydroxypyrazole